C[C@@H](C(=O)N[C@@H](CC1=CN=CN1)C(=O)[O-])[NH3+] The molecule is a peptide zwitterion obtained by transfer of a proton from the carboxy to the amino terminus of Ala-His. It is a tautomer of a member of Ala-His.